ethyl 2-(4-(tert-butoxycarbonyl) piperazin-1-yl)pyrimidine-5-carboxylate C(C)(C)(C)OC(=O)N1CCN(CC1)C1=NC=C(C=N1)C(=O)OCC